(1S,5R)-3-(7-cyanopyrazolo[1,5-a]pyridin-4-yl)-5-(trifluoromethyl)-3-azabicyclo[3.1.0]hexane-1-carbohydrazide C(#N)C1=CC=C(C=2N1N=CC2)N2C[C@@]1(C[C@@]1(C2)C(F)(F)F)C(=O)NN